ClC=1C=CC=2C3=C(C(N(C2C1)C=1C(=NC=CC1)C)=O)N=C(N3C)CC3=CC(=C(C=C3)F)F 7-chloro-2-(3,4-difluorobenzyl)-1-methyl-5-(2-methylpyridin-3-yl)-1,5-dihydro-4H-imidazo[4,5-c]quinolin-4-one